BrC=1N=C(N(C1)C)CCOC(NCC[C@H](C)O)=O 2-(4-bromo-1-methyl-imidazol-2-yl)ethyl-N-[(3S)-3-hydroxy butyl]carbamate